CN1C(CCC2=CC(=CC=C12)C1=NC(=NO1)C1=C(C=CC=C1)C)=O 1-methyl-6-[3-(2-methyl-phenyl)-1,2,4-oxadiazol-5-yl]-1,2,3,4-tetrahydroquinolin-2-one